ClC1=C(C(=CC=C1)Cl)NC1=C(C=CC=C1)CC(=O)[O-] 2-{2-[(2,6-dichlorophenyl)amino]phenyl}acetate